(S)-1-(3-chlorophenyl)ethylamine ClC=1C=C(C=CC1)[C@H](C)N